N1N=CC(=C1)CN1CC(C(CC1)(F)F)C=1C(=C2COC(C2=CC1)=O)C 5-(1-((1H-pyrazol-4-yl)methyl)-4,4-difluoropiperidin-3-yl)-4-methylisobenzofuran-1(3H)-one